[C@@H]1([C@H](O)[C@H](O)C(=C)O1)N1C(=O)NC(=O)C=C1 4',5'-didehydro-5'-deoxyuridine